C(C)(C)(C)OC(=O)N1CCC(CC1)[C@@H](CO)C (S)-4-(1-hydroxy-propan-2-yl)piperidine-1-carboxylic acid tert-butyl ester